Benzyl-4-(N,N-dimethylsulfamoyl)piperidine-1-carboxylate C(C1=CC=CC=C1)OC(=O)N1CCC(CC1)S(N(C)C)(=O)=O